4-methyl-1-(2-methyl-4-nitrobenzyl)piperazin-2-one CN1CC(N(CC1)CC1=C(C=C(C=C1)[N+](=O)[O-])C)=O